perfluoro-3,5,7-trioxaoctanoic acid ammonium [NH4+].FC(C(=O)O)(OC(OC(OC(F)(F)F)(F)F)(F)F)F